C(C1=CC=CC=C1)O[C@H]1[C@H]([C@@H](O[C@]1(CO[Si](C(C)C)(C(C)C)C(C)C)COCC1=CC=CC=C1)N1C(NC(C=C1)=O)=O)O 1-[(2R,3R,4S,5S)-4-benzyloxy-5-(benzyloxymethyl)-3-hydroxy-5-(triisopropylsilyloxy-methyl)tetrahydrofuran-2-yl]pyrimidine-2,4-dione